4-(4-cyanophenyl)-6-((2-hydroxypropyl)amino)isoindoline-2-carbonitrile C(#N)C1=CC=C(C=C1)C1=C2CN(CC2=CC(=C1)NCC(C)O)C#N